C1(CC1)C1=C2C=CNC2=CC(=C1)C#N 4-cyclopropylindole-6-carbonitrile